3-(1-(4-(trifluoromethyl)phenyl)imidazo[1,5-a]pyridin-3-yl)cyclobutane-1-carboxylic acid FC(C1=CC=C(C=C1)C=1N=C(N2C1C=CC=C2)C2CC(C2)C(=O)O)(F)F